ClC=1C=C2C=C(C(NC2=CC1OCC1=NC=CC=C1)=O)CNC=1C(N(C=CC1)C)=O 6-Chloro-3-{[(1-methyl-2-oxo-1,2-dihydropyridin-3-yl)amino]methyl}-7-(pyridin-2-ylmethoxy)-1,2-dihydrochinolin-2-on